3-(6-((4-(azepan-1-ylmethyl)benzyl)oxy)-2-methyl-4-oxoquinazolin-3(4H)-yl)piperidine-2,6-dione N1(CCCCCC1)CC1=CC=C(COC=2C=C3C(N(C(=NC3=CC2)C)C2C(NC(CC2)=O)=O)=O)C=C1